Butylene Glycol Methyl Ether Linoleate C(CCCCCCC\C=C/C\C=C/CCCCC)(=O)OCCCCOC